N1C(=CC=C1)CC(=O)N (1H-pyrrol-2-yl)acetamide